COC(CCOC(CCCC(C)OC)=O)C.C(C)(=O)O acetic acid 3-methoxybutyl-(3-methoxybutyl-acetate)